(1-(2-chloro-5-((1-(2-morpholinoethyl)-1H-pyrazol-4-yl)ethynyl)pyridin-4-yl)-4-methylpiperidin-4-yl)methanol ClC1=NC=C(C(=C1)N1CCC(CC1)(C)CO)C#CC=1C=NN(C1)CCN1CCOCC1